N1(C=NCC1)C(=O)[O-] imidazoline-1-carboxylate